OC1=CC=C2C=CC=C(C2=C1)N 7-hydroxynaphthylamine